C(CC)SNCCC1=CC=CC=C1 propylthiophenethylamine